C1(CC1)COC1=C(C=C(C=C1)S(=O)(=O)C)C=1C=C(C(N(C1)C)=O)OC=1C=NN(C1)C(C)C 5-[2-(cyclopropylmethoxy)-5-methylsulfonylphenyl]-1-methyl-3-(1-propan-2-ylpyrazol-4-yl)oxypyridin-2-one